CC1=C(C(NC(=C1)C)=O)CN1C(C=2C=C3C(=C(C2CC1)C)OC(O3)(C)[C@@H]3CC[C@H](CC3)N(C)C)=O 6-((4,6-dimethyl-2-oxo-1,2-dihydropyridin-3-yl)methyl)-2-(trans-4-(dimethylamino)cyclohexyl)-2,9-dimethyl-7,8-dihydro-[1,3]dioxolo[4,5-g]isoquinolin-5(6H)-one